N-(7-(Dimethylamino)-10-(1-hydroxyethyl)-9,9-dimethylanthracen-2(9H)-ylidene)-N-methylmethanaminium iodide [I-].CN(C1=CC=C2C(=C3C=CC(C=C3C(C2=C1)(C)C)=[N+](C)C)C(C)O)C